2-((Cyclopropylmethyl)(methyl)amino)-5-(N,N-dimethylsulfamoyl)-N-(4,5-dimethylthiazol-2-yl)nicotinamide C1(CC1)CN(C1=C(C(=O)NC=2SC(=C(N2)C)C)C=C(C=N1)S(N(C)C)(=O)=O)C